C(C)(C)(C)OC(=O)N1C(CC2=CC(=CC=C12)NC(NCC1=CC=NC=C1)=O)C1=CC=CC=C1.CN(C=CC(=O)C1=C(C=CC(=C1)Br)O)C 3-dimethylamino-1-(2-hydroxy-5-bromophenyl)prop-2-en-1-one tert-Butyl-2-phenyl-5-({[(pyridin-4-yl)methyl]carbamoyl}amino)-2,3-dihydro-1H-indole-1-carboxylate